BrC=1C=C(C=CC1)CN1C(N(C(CC1)=O)CC1=CC=C(C=C1)OC)=O 1-[(3-bromophenyl)methyl]-3-[(4-methoxyphenyl)methyl]hexahydropyrimidine-2,4-dione